iron-copper Silver [Ag].[Cu].[Fe]